C(CCCCCCCCC)(=O)NC(C1=CC(OC)=C(O)C=C1)=O N-decanoyl-vanillamide